S(=O)(=O)(C1=CC=C(C)C=C1)C1=CC2=C(C(C=CO2)=O)C=C1 7-tosyl-4H-benzopyran-4-one